(R/S)-1-(2-Cyclopropyl-2-methoxy-ethyl)-6-(3,4,5-trifluorophenyl)pyrazolo[4,3-b]pyridine C1(CC1)[C@H](CN1N=CC2=NC=C(C=C21)C2=CC(=C(C(=C2)F)F)F)OC |r|